ClC=1C=C(C=CC1F)NC1=NC=NC2=CC(=C(C=C12)NC(\C=C\CN(C)C)=O)O[C@@H]1COCC1 (2E)-N-[4-[(3-chloro-4-fluorophenyl)amino]-7-[[(3S)-tetrahydro-3-furanyl]oxy]-6-quinazolinyl]-4-(dimethylamino)-2-butenamide